toluene-4-sulfonic acid cyclobutyl ester C1(CCC1)OS(=O)(=O)C1=CC=C(C)C=C1